CC12CCC(C=C1)CC2 methylbicyclo[2.2.2]oct-5-ene